2-(3-formamido-4-isobutoxyphenyl)-4-methylthiazole-5-carboxylic acid C(=O)NC=1C=C(C=CC1OCC(C)C)C=1SC(=C(N1)C)C(=O)O